NC=1C=C(C=C(C1)C(F)(F)F)[C@@H](C)NC1=NC(=NC=2C=C3C(=CC12)N1[C@@H](CO3)COCC1)C (R)-N-((R)-1-(3-amino-5-(trifluoromethyl)phenyl)ethyl)-9-methyl-1,2,4a,5-tetrahydro-4H-[1,4]oxazino[4',3':4,5][1,4]oxazino[3,2-g]quinazolin-11-amine